tert-butyl 4-[5-(2,8-dimethylimidazo[1,2-b]pyridazin-6-yl)-7-oxo-6H-pyrazolo[4,3-d]pyrimidin-2-yl]piperidine-1-carboxylate CC=1N=C2N(N=C(C=C2C)C=2NC(C=3C(N2)=CN(N3)C3CCN(CC3)C(=O)OC(C)(C)C)=O)C1